(-)-4-(4-{[4-(2-hydroxyethyl)-2-(trifluoromethyl)phenyl]methoxy}-3-methoxyphenyl)-2H,4H,5H,6H,7H-pyrazolo[3,4-b]pyridin-6-one OCCC1=CC(=C(C=C1)COC1=C(C=C(C=C1)C1C=2C(NC(C1)=O)=NNC2)OC)C(F)(F)F